(chloromethylene)-N-methyl-methylamine chloride [Cl-].ClC=CNC